ClC=1C=C(C=2C[C@H](CC2C1)NC=1N=CC2=C(N1)CN(C2=O)CC(C)(C)O)C#N (S)-6-chloro-2-((6-(2-hydroxy-2-methylpropyl)-5-oxo-6,7-dihydro-5H-pyrrolo[3,4-d]pyrimidin-2-yl)amino)-2,3-dihydro-1H-indene-4-carbonitrile